(S)-diphenylpropanol C1(=CC=CC=C1)C(CC)(O)C1=CC=CC=C1